CS(=O)(=O)N1C=C(C=C1)C(=O)NCC(=O)NC=1SC=C(N1)C=1C=C(C=CC1)C1=CC(=NC=C1)C1(CC1)C(=O)O 1-(4-(3-(2-(2-(1-(methylsulfonyl)-1H-pyrrole-3-carboxamido)acetamido)thiazol-4-yl)phenyl)pyridin-2-yl)cyclopropanecarboxylic acid